BrC1=C2C=C(N(C2=CC=C1)C1CC2(C1)CCN(CC2)C(=O)OC(C)(C)C)C tert-Butyl 2-(4-bromo-2-methyl-1H-indol-1-yl)-7-azaspiro[3.5]nonane-7-carboxylate